C(C)(C)(C)OC(N[C@@H]1C[C@H](CC1)O)=O trans-(3-hydroxy-cyclopentyl)-carbamic acid tert-butyl ester